7-[(2,3-dihydro-1H-isoindol-5-yl)methoxy]-N-(6-methoxy-2-methyl-1,2,3,4-tetrahydroisoquinolin-7-yl)quinazolin-2-amine C1NCC2=CC(=CC=C12)COC1=CC=C2C=NC(=NC2=C1)NC1=C(C=C2CCN(CC2=C1)C)OC